FCS(=O)(=O)N[C@@H]1[C@@H](N(CC12C(C2([2H])[2H])([2H])[2H])C(=O)[C@@H]2OCC2)CC=2C(=C(C=CC2)C2=CC=CC=C2)F 1-fluoro-N-((6S,7S)-6-((2-fluoro-[1,1'-biphenyl]-3-yl)methyl)-5-((R)-oxetane-2-carbonyl)-5-azaspiro[2.4]heptan-7-yl-1,1,2,2-d4)methanesulfonamide